(4aR,6R,7R,8R,8aR)-8-(4-(3-fluorophenyl)-1H-1,2,3-triazol-1-yl)-7-methoxy-2-phenylhexahydropyrano[3,2-d][1,3]Dioxine-6-carboxylic acid FC=1C=C(C=CC1)C=1N=NN(C1)[C@@H]1[C@H]([C@@H](O[C@H]2[C@@H]1OC(OC2)C2=CC=CC=C2)C(=O)O)OC